OC[C@H]1N(C\C(\C1)=N/OC)C(=O)C1=CN=C(S1)C1=C(C=CC=C1)C (S,Z)-(2-(Hydroxymethyl)-4-(methoxyimino)pyrrolidin-1-yl)(2-(o-tolyl)thiazol-5-yl)methanone